NC=1C2=C(N=C(N1)NC1=C(C=C(C=C1)C(=O)N1CCNCC1)F)N(C=C2C2=CC=C(C=C2)OC(F)(F)F)C(C)C [4-({4-Amino-7-isopropyl-5-[4-(trifluoromethoxy)phenyl]-7H-pyrrolo[2,3-d]pyrimidin-2-yl}amino)-3-fluorophenyl](1-piperazinyl)methanone